1,3-dihydroxypropane-2-ylpentadecanoate OCC(CO)OC(CCCCCCCCCCCCCC)=O